N1C(=NC2=C1C=CC=C2)CCC2(NC(=NC(=N2)NCCN2CCN(CC2)C)N2CCOCC2)N 2-(2-(1H-benzimidazol-2-yl)ethyl)-N4-(2-(4-methylpiperazin-1-yl)ethyl)-6-morpholinyl-1,3,5-triazine-2,4-diamine